1-((7-Azaspiro[4.5]decan-10-yl)methyl)-4-chloropyridin-2(1H)-one hydrochloride Cl.C1CCCC12CNCCC2CN2C(C=C(C=C2)Cl)=O